tetra-ethyl-ascorbate C(C)C([C@@]([C@@]1(C(=C(C(=O)O1)O)[O-])CC)(O)CC)(O)CC